C1(CC1)C([C@@H](C(=O)NC1=NC(=C(C=C1)C=1C(=[N+](C=C(C1)C(F)F)[O-])C)F)NC(=O)C=1N(N=CC1)C(C)C)C1CC1 N-[(1S)-1-(dicyclopropylmethyl)-2-[[5-[5-(difluoromethyl)-2-methyl-1-oxido-pyridin-1-ium-3-yl]-6-fluoro-2-pyridyl]amino]-2-oxo-ethyl]-2-isopropyl-pyrazole-3-carboxamide